(3R)-3-amino-5-[(4-chlorophenyl)methyl]-7-[5-(2,2-difluorospiro[3.3]heptan-6-yl)-1,3,4-oxadiazol-2-yl]-8-fluoro-1,1-dioxo-2,3-dihydro-1lambda6,5-benzothiazepin-4-one N[C@H]1CS(C2=C(N(C1=O)CC1=CC=C(C=C1)Cl)C=C(C(=C2)F)C=2OC(=NN2)C2CC1(CC(C1)(F)F)C2)(=O)=O